C1=C(C=CC2=CC=CC=C12)C(=O)[O-] 2-naphthaleneformate